N,N,N-trimethyl-5-((2,3,5,6-tetrafluorophenoxy)-carbonyl)pyridin-2-aminium chloride [Cl-].C[N+](C1=NC=C(C=C1)C(=O)OC1=C(C(=CC(=C1F)F)F)F)(C)C